FC=1C(=CC(=C(C1)C1C2C(NC(O1)=O)CCNC2)OC)C2=CC(=CC=C2)C(F)(F)F rac-trans-[5-fluoro-2-methoxy-4-[3-(trifluoromethyl)phenyl]phenyl]-4a,5,6,7,8,8a-hexahydro-4H-pyrido[4,3-d][1,3]oxazin-2-one